OC1=C(C=CC(=C1)C(F)(F)F)C1=C2C(=C(N=N1)N1CCC3(CNC(O3)=O)CC1)N=CC=C2 8-(5-(2-hydroxy-4-(trifluoromethyl)phenyl)pyrido[2,3-d]pyridazin-8-yl)-1-oxa-3,8-diazaspiro[4.5]decan-2-one